3-fluoro-N-(4-fluoro-2-methylindazol-6-yl)-5-(3-methylpiperazin-1-yl)thiophene-2-carboxamide FC1=C(SC(=C1)N1CC(NCC1)C)C(=O)NC=1C=C(C2=CN(N=C2C1)C)F